1-((5-bromo-1-(tetrahydrofuran-3-yl)-1H-indazol-3-yl)methyl)-1H-indole-7-carboxylic acid methyl ester COC(=O)C=1C=CC=C2C=CN(C12)CC1=NN(C2=CC=C(C=C12)Br)C1COCC1